C(OC=1C=CC=2C=CC3=CC=CC=C3C2C1)(OC1CN(CC1)C)=O phenanthren-3-yl (1-methylpyrrolidin-3-yl) carbonate